FC1=C(C(=O)O)C=CC(=N1)F 2,6-Difluoronicotinic acid